ClC=1C=C(C=CC1C=1N(C2=NC=NC(=C2N1)OC1(CC1)C)CC1=NC=CC(=C1)C)NC([C@@H](C)O)=O (R)-N-(3-chloro-4-(6-(1-methylcyclopropoxy)-9-((4-methylpyridin-2-yl)methyl)-9H-purin-8-yl)phenyl)-2-hydroxypropanamide